Methyl 4-[(1S)-1-[[4-(2-phenoxyethylamino)tetrahydrothiopyran-4-carbonyl]amino]ethyl]benzoate O(C1=CC=CC=C1)CCNC1(CCSCC1)C(=O)N[C@@H](C)C1=CC=C(C(=O)OC)C=C1